COC(=O)[C@]1(C[C@H]([C@H]([C@H](O1)[C@@H](CO)O)O)O)OC[C@H]([C@@H]2[C@@H]([C@@H](C[C@@](O2)(C(=O)[O-])OCC=C)O)O)O.[Na+] The molecule is the sodium salt of alpha-Kdo1Me-(2->8)-alpha-Kdo-OAll, a disaccharide derivative consisting of two 3-deoxy-alpha-D-manno-oct-2-ulopyranonosyl units joined via an alpha-(2->8)-linkage with an O-allyl group at the anomeric centre and with the carboxy group of the residue at the non-reducing end methyl-esterified. It contains an alpha-Kdo1Me-(2->8)-alpha-Kdo-OAll(1-).